NC=1C=2N(C(=C(N1)C1=CC=C(C=C1)F)C=1C=CC=3N(C1)C(=CN3)C)C=C(N2)C(=O)NC23CC(C2)(C3)CN 8-amino-N-[3-(amino-methyl)bicyclo[1.1.1]pentan-1-yl]-6-(4-fluorophenyl)-5-{3-methylimidazo[1,2-a]pyridin-6-yl}imidazo[1,2-a]pyrazine-2-carboxamide